8-decene-1,4-lactone C1(CCC(CCCC=CC)O1)=O